1-[4-(chloromethyl)-2-fluoro-phenyl]-4-(trifluoromethyl)pyrazole ClCC1=CC(=C(C=C1)N1N=CC(=C1)C(F)(F)F)F